1-((3-((4,5-Dimethylthiazol-2-yl)carbamoyl)-2-methylphenyl)amino)-3,6,9,12-tetraoxapentadecan-15-oic acid CC=1N=C(SC1C)NC(=O)C=1C(=C(C=CC1)NCCOCCOCCOCCOCCC(=O)O)C